Ethyl (5R)-5-methyl-2-(1,2,3,6-tetrahydropyridin-4-yl)-6,7-dihydro-5H-pyrazolo[5,1-b][1,3]oxazine-3-carboxylate C[C@@H]1CCN2C(O1)=C(C(=N2)C=2CCNCC2)C(=O)OCC